icosahydropicene-2,9-dicarboxylic acid C1C(CCC2CCC3C4CCC5C(CCCC5C4CCC3=C21)C(=O)O)C(=O)O